(R)-N-(4-(8-fluoro-7-((1,1,1-trifluoropropan-2-yl)oxy)-1,3,4,5-tetrahydro-2H-benzo[c]azepin-2-yl)-2,6-dimethylphenyl)-3,3-dimethylbutanamide FC=1C(=CC2=C(CN(CCC2)C2=CC(=C(C(=C2)C)NC(CC(C)(C)C)=O)C)C1)O[C@@H](C(F)(F)F)C